C(N)(=O)C1=CC2=C(SC(=C2C(F)(F)F)C(F)(F)P(OCC)(OCC)=O)C(=C1)OCCCS(=O)(=O)C diethyl ((5-carbamoyl-7-(3-(methylsulfonyl)propoxy)-3-(trifluoromethyl)benzo[b]thiophen-2-yl)difluoromethyl)phosphonate